C(C)N1N=CC=2C1=NC=C(C2)C=2C(=NN1C2OCC(C1)C)C1=NC=C(C=C1)F 3-(1-ethyl-1H-pyrazolo[3,4-b]pyridin-5-yl)-2-(5-fluoropyridin-2-yl)-6-methyl-6,7-dihydro-5H-pyrazolo[5,1-b][1,3]oxazine